(E)-2-(3-(2-(4'-methoxy-2-methylbiphenyl-3-yl)vinyl)-4-methylbenzylamino)-3-hydroxy-2-methylpropanoic acid COC1=CC=C(C=C1)C1=C(C(=CC=C1)/C=C/C=1C=C(CNC(C(=O)O)(CO)C)C=CC1C)C